C(=O)[O-].C(#N)COC1=C(C(=C(C=C1)C1=CN=C(N1C)C(=O)NC1=CC(=C(C(=O)NC2CC(C2)NCC[N+](C)(C)C)C=C1)C)F)F 2-[[3-[[4-[[5-[4-(cyanomethoxy)-2,3-difluoro-phenyl]-1-methyl-imidazole-2-carbonyl]amino]-2-methyl-benzoyl]amino]cyclobutyl]amino]ethyl-trimethyl-ammonium formate